C(C)S(=O)(=O)C=1C(=NC=C(C1)OC1=NC=CC=C1)C=1OC2=C(N1)C=C(C=C2)S(=NC(C)=O)(C(F)(F)F)=O N-[[2-[3-Ethylsulfonyl-5-(2-pyridyloxy)-2-pyridyl]-1,3-benzoxazol-5-yl]oxo(trifluoromethyl)-λ6-sulfanyliden]acetamid